(S)-3-(benzo[d][1,3]dioxolan-5-yl)-6-((1-(4-chlorophenyl)ethyl)amino)-4H-pyrano[2,3-c]pyridin-4-one O1COC2=C1C=CC(=C2)C=2C(C=1C(=CN=C(C1)N[C@@H](C)C1=CC=C(C=C1)Cl)OC2)=O